C[C@H]1N(S(OC1)(=O)=O)C(=O)OC(C)(C)C tert-butyl (4R)-4-methyl-2,2-dioxo-1,2λ6,3-oxathiazolidine-3-carboxylate